C1(CCCC1)C(N1C=C(C=2C1=NC=C(C2)C=2C(=NOC2C)C)C2=CC=C(C=C2)C2(CC2)C(=O)O)C2=NC=CC=C2 1-(4-(1-(cyclopentyl(pyridin-2-yl)methyl)-5-(3,5-dimethylisoxazol-4-yl)-1H-pyrrolo[2,3-b]pyridin-3-yl)phenyl)cyclopropane-1-carboxylic acid